BrC1=C(C=C(C=C1)Br)C(OC)OC 1,4-dibromo-2-(dimethoxymethyl)benzene